4-(4-bromophenyl)tetrahydrofuran-2-ol BrC1=CC=C(C=C1)C1CC(OC1)O